NC1=NC(=NC=C1)C=1C=NN(C1OCC[C@H](C)NC1=C(N=NC(=C1)Cl)C1=NN(C=C1)C(F)F)C (S)-N-(4-((4-(4-aminopyrimidin-2-yl)-1-methyl-1H-pyrazol-5-yl)oxy)butan-2-yl)-6-chloro-3-(1-(difluoromethyl)-1H-pyrazol-3-yl)pyridazin-4-amine